O=C1N(CCC(N1)=O)N1C(C2=CC=C(C=C2C1)CNC=1C=CC=C2CN(C(C12)=O)C(C(=O)NC=1SC=CN1)C1=C(C=CC(=C1)F)O)=O 2-(7-(((2-(2,4-dioxotetrahydropyrimidin-1(2H)-yl)-1-oxoisoindolin-5-yl)methyl)amino)-1-oxoisoindolin-2-yl)-2-(5-fluoro-2-hydroxyphenyl)-N-(thiazol-2-yl)acetamide